O1C(CCCC1)N1N=CC=C1C1=NC(=CC=C1)C#C[Si](C)(C)C 2-(1-(tetrahydro-2H-pyran-2-yl)-1H-pyrazol-5-yl)-6-((trimethylsilyl)ethynyl)pyridine